6-bromo-7-methoxyisoquinolin-1-amine BrC=1C=C2C=CN=C(C2=CC1OC)N